rel-(2S,3S,5R)-4-[[3-(3,4-difluoro-2-methyl-phenyl)-4,5-dimethyl-5-(trifluoromethyl)tetrahydrofuran-2-carbonyl]amino]pyridine-2-carboxamide FC=1C(=C(C=CC1F)[C@H]1[C@H](O[C@](C1C)(C(F)(F)F)C)C(=O)NC1=CC(=NC=C1)C(=O)N)C |o1:8,9,11|